6-(2,7-Dimethyl-2H-indazol-5-yl)-N-methyl-N-(2,2,6,6-tetramethylpiperidin-4-yl)[1,3]thiazolo[4,5-b]pyridin-2-amin CN1N=C2C(=CC(=CC2=C1)C=1C=C2C(=NC1)N=C(S2)N(C2CC(NC(C2)(C)C)(C)C)C)C